FC(C(=O)O)(F)F.NCC(CC=1N(C(NN1)=O)CC=1SC(=CC1)C1=CC=2N(C=C1)N=CN2)=C(F)F [2-(aminomethyl)-3,3-difluoro-allyl]-4-[[5-([1,2,4]triazolo[1,5-a]pyridin-7-yl)-2-thienyl]methyl]-1,2,4-triazol-3-one trifluoroacetate salt